C1(=C(C=CC=C1)OCCOC1=C(C=CC=C1)C)C 1,2-bis(tolyloxy)ethane